O([C@H]1[C@H](O)[C@@H](O)[C@H](O)[C@H](O1)C(=O)O)C1=CNC2=CC=C(C(=C12)Cl)Br 5-Bromo-4-chloro-1H-indol-3-yl β-D-gluco-pyranosiduronic acid